C1(CC1)C1=NC(=CC(=C1)C=1NC2=CC=C(C=C2C1C(C)C)C1CCN(CC1)C(CN(C)C)=O)C 1-(4-(2-(2-cyclopropyl-6-methylpyridin-4-yl)-3-isopropyl-1H-indol-5-yl)piperidin-1-yl)-2-(dimethylamino)ethan-1-one